PHENYLSULFONAT C1(=CC=CC=C1)S(=O)(=O)[O-]